(S)-5-(2-ethoxy-3-pyridinyl)-3-methyl-N-[(2-methyloxazol-5-yl)methyl]-1-[1-methylpropyl]pyrazolo[4,3-b]pyridin-7-amine C(C)OC1=NC=CC=C1C1=CC(=C2C(=N1)C(=NN2[C@H](CC)C)C)NCC2=CN=C(O2)C